C1(=CC=CC2=CC=CC=C12)S(=O)(=O)N1CCC(CC1)CC1=CC=CC=C1 1-((1-naphthyl)sulfonyl)-4-Benzylpiperidine